methyl (3-((7-(5-((4'-cyano-2'-cyclopropyl-5-fluoro-[1,1'-biphenyl]-2-yl)oxy)pyrimidin-4-yl)-2,7-diazaspiro[4.4]nonan-2-yl)methyl)phenyl)carbamate C(#N)C1=CC(=C(C=C1)C1=C(C=CC(=C1)F)OC=1C(=NC=NC1)N1CC2(CCN(C2)CC=2C=C(C=CC2)NC(OC)=O)CC1)C1CC1